(R)-4-(4-bromo-2-((3-methoxypyrrolidin-1-yl)methyl)phenyl)morpholine BrC1=CC(=C(C=C1)N1CCOCC1)CN1C[C@@H](CC1)OC